COC1=CC=2N(C=C1N1C(CCC1)=O)C=CN2 1-(7-methoxyimidazo[1,2-a]pyridin-6-yl)pyrrolidin-2-one